C(CCCCCCCCCCCCCCC)OP(OCCCCCCCCCCCCCCCC)OCCCCCCCCCCCCCCCC trihexadecylphosphite